CS(=O)(=O)[O-].C(CCCCCCCCCC)[NH+]1C(=CC=C1)CC 1-Undecyl-2-ethylpyrrolium methansulfonat